C(C)(C)(C)C1=CC=C(C=C1)[C@H]1OC=2C=C(N=C(NS(C=3C=CC=C(C(N[C@@H]1C)=O)C3)(=O)=O)N2)C2=C(C=CC=C2C)C (10R,11R)-10-(4-tert-butylphenyl)-6-(2,6-dimethylphenyl)-11-methyl-9-oxa-2λ6-thia-3,5,12,19-tetraazatricyclo[12.3.1.14,8]nonadeca-1(18),4,6,8(19),14,16-hexaene-2,2,13-trione